Tetramethyl-azodicarboxamide CN(C(=O)N=NC(=O)N(C)C)C